acryloyloxy decyl phosphate P(=O)(OOC(C=C)=O)(OCCCCCCCCCC)[O-]